C(C1=CC=CC=C1)C1(CN(CC1)S(=O)(=O)C1=CC(=C(C=C1)F)F)C=1C=C2C=NN(C2=CC1C)C=1C=C(C(N(C1)C)=O)C 5-(5-(3-benzyl-1-((3,4-difluorophenyl)sulfonyl)pyrrolidin-3-yl)-6-methyl-1H-indazol-1-yl)-1,3-dimethylpyridin-2(1H)-one